tert-Butyl (3R,4S)-3-(hydroxymethyl)-4-phenylpyrrolidine-1-carboxylate OC[C@H]1CN(C[C@@H]1C1=CC=CC=C1)C(=O)OC(C)(C)C